COC1=C(C=CC(=C1)C(=O)O)C1=CC=CC=C1 methoxy-[1,1'-biphenyl]-4-carboxylic acid